FC(C(=O)O)(F)F.FC1(CNCC[C@@H]1CN1CCN(CC1)C1=C2CCN(C2=CC=C1)C(=O)OCC1=CC=CC=C1)F benzyl 4-(4-{[(4R)-3,3-difluoropiperidin-4-yl]methyl}piperazin-1-yl)-2,3-dihydroindole-1-carboxylate trifluoroacetate